tert-Butyl (2-(2,2-difluorocyclopropyl)benzo[d]oxazol-7-yl)carboxylate FC1(C(C1)C=1OC2=C(N1)C=CC=C2C(=O)OC(C)(C)C)F